p-tertiary butylphenol C(C)(C)(C)C1=CC=C(C=C1)O